CC(C=O)C1=CC=CC=C1 alpha-Methylphenylacetaldehyd